4-[(6-chloropyrazin-2-yl)amino]benzenesulfonamide ClC1=CN=CC(=N1)NC1=CC=C(C=C1)S(=O)(=O)N